3-methyl-4-bromobenzyl bromide CC=1C=C(CBr)C=CC1Br